ClC1=NC=C(C(=N1)N[C@@H](CO)C1=CC=CC=C1)C(=O)OCC Ethyl 2-chloro-4-{[(1R)-2-hydroxy-1-phenylethyl]amino}-pyrimidine-5-carboxylate